N4-(3-(methylsulfonyl)pyridin-4-yl)pyrimidine-4,6-diamine CS(=O)(=O)C=1C=NC=CC1NC1=NC=NC(=C1)N